(S)-2-(4-(2-acetyl-5-chlorophenyl)-3-methoxy-6-oxopyridazin-1(6H)-yl)-N-(2-oxoindolin-5-yl)-3-phenylpropanamide C(C)(=O)C1=C(C=C(C=C1)Cl)C=1C(=NN(C(C1)=O)[C@H](C(=O)NC=1C=C2CC(NC2=CC1)=O)CC1=CC=CC=C1)OC